OCC(CO)CO 2-hydroxymethyl-1,3-propanedi-ol